FC1([C@H]2C[C@H]([C@@H](C1)C2)O)F |r| rac-(1R,2R,4R)-5,5-difluorobicyclo[2.2.1]heptan-2-ol